FC(C1=NC=C(C=N1)C(C)C1=NC2=CC=CC=C2C=N1)(F)F (1-(2-(trifluoromethyl)pyrimidin-5-yl)ethyl)quinazolin